5-(cyclopropylmethylamino)-4H-1,4-benzothiazin-3-one C1(CC1)CNC1=CC=CC2=C1NC(CS2)=O